1-[7-(5-methyl-1,2,4-oxadiazol-3-yl)-1-isoquinolinyl]cyclobutane-1,3-diamine CC1=NC(=NO1)C1=CC=C2C=CN=C(C2=C1)C1(CC(C1)N)N